FC(OC1=NOC(=C1)C(=O)N(C)OC)F 3-(difluoromethoxy)-N-methoxy-N-methyl-1,2-oxazole-5-carboxamide